CC1=CC(=C(C(=C1)C=O)O)C=O 4-methyl-2,6-diformylphenol